2,4,6-trifluoroanilinodicyclohexylphosphine titanium dichloride [Cl-].[Cl-].[Ti+2].FC1=C(NP(C2CCCCC2)C2CCCCC2)C(=CC(=C1)F)F